FS(=O)[O-] perfluorosulfinate